N=1C=C(N2C1C=CC=C2)[C@H]2CN(CCC2)C2=CC(=NC(=N2)N)N |r| (R/S)-6-(3-(imidazo[1,2-a]pyridin-3-yl)piperidin-1-yl)pyrimidine-2,4-diamine